6-fluoro-2-methylindazol-5-amine FC=1C(=CC2=CN(N=C2C1)C)N